ethyl rac-(1S,2S)-2-(5-((tert-butyldiphenylsilyl)oxy)pentyl)-2-methylcyclopropane-1-carboxylate [Si](C1=CC=CC=C1)(C1=CC=CC=C1)(C(C)(C)C)OCCCCC[C@@]1([C@H](C1)C(=O)OCC)C |r|